COC=1C=C(C=CC1)C1=CC(=C(N=N1)C1=CC=CC=C1)C1=CC=CC=C1 6-(3-Methoxyphenyl)-3,4-diphenylpyridazine